ClCC(=O)NC=1C=CC=C(OC=2C(=NC=CC2)C(=O)N[C@H](C(=O)OCC)CCC(=O)OCC)C1 1,5-diethyl (2S)-2-([5-(2-chloroacetamido) phenoxypyridin-2-yl]formamido)pentanedioate